C(C)N[SiH2]NCC N,N'-diethylsilanediamine